1-(2-(3-Hydroxy-5-methyl-2-oxoindolin-3-yl)acetamido)cyclohexane-1-carboxylic acid methyl ester COC(=O)C1(CCCCC1)NC(CC1(C(NC2=CC=C(C=C12)C)=O)O)=O